FC(C1=C(CN2N=CC(=C2)NC(=O)C2=NC(=NO2)C2=CC(=CC=C2)F)C=CC(=C1)C(F)(F)F)(F)F N-(1-(2,4-bis(trifluoromethyl)benzyl)-1H-pyrazol-4-yl)-3-(3-fluorophenyl)-1,2,4-oxadiazole-5-carboxamide